COC(C=1C(C(=O)OC)=CC(=CC1)C=1CCN(CC1)C1CC(C1)OC1CCN(CC1)C(=O)OC(C)(C)C)=O 4-{1-[(1r,3r)-3-{[1-(tert-butoxycarbonyl)piperidin-4-yl]oxy}cyclobutyl]-3,6-dihydro-2H-pyridin-4-yl}phthalic acid 1,2-dimethyl ester